CC(CC/C=C(\\C)/CC/C=C(\\C)/CC/C=C(\\C)/CCC=C(C)C)CCOP(=O)(O)OP(=O)(O)O[C@@H]1[C@@H]([C@H]([C@@H]([C@H](O1)CO)O[C@H]2[C@@H]([C@H]([C@@H]([C@H](O2)CO)O[C@H]3[C@H]([C@H]([C@@H]([C@H](O3)CO[C@@H]4[C@H]([C@H]([C@@H]([C@H](O4)CO[C@@H]5[C@H]([C@H]([C@@H]([C@H](O5)CO)O[C@@H]6[C@H]([C@H]([C@@H]([C@H](O6)CO)O)O)O)O)O)O)O[C@@H]7[C@H]([C@H]([C@@H]([C@H](O7)CO)O[C@@H]8[C@H]([C@H]([C@@H]([C@H](O8)CO)O)O)O)O)O)O)O)O[C@@H]9[C@H]([C@H]([C@@H]([C@H](O9)CO)O)O)O[C@@H]1[C@H]([C@H]([C@@H]([C@H](O1)CO)O)O)O[C@@H]1[C@H]([C@H]([C@@H]([C@H](O1)CO)O)O[C@@H]1[C@@H]([C@H]([C@@H]([C@H](O1)CO)O)O[C@@H]1[C@@H]([C@H]([C@@H]([C@H](O1)CO)O)O)O)O)O)O)O)NC(=O)C)O)NC(=O)C The molecule is a dolichyl diphosphooligosaccharide compound consisting of a branched tridecasaccharide attached to the dolichyl chain via a diphosphate linkage. It has a role as a mouse metabolite.